1,1'-di(2,4-dinitrophenyl)-4,4'-bipyridine [N+](=O)([O-])C1=C(C=CC(=C1)[N+](=O)[O-])N1C=CC(C=C1)=C1C=CN(C=C1)C1=C(C=C(C=C1)[N+](=O)[O-])[N+](=O)[O-]